2-(chloromethyl)-3-methyl-4-(2,2,2-trifluoroethoxy)pyridine ClCC1=NC=CC(=C1C)OCC(F)(F)F